4-((6-(dimethylamino)quinolin-4-yl)amino)-N-(5-(phenylamino)pyridin-2-yl)benzamide CN(C=1C=C2C(=CC=NC2=CC1)NC1=CC=C(C(=O)NC2=NC=C(C=C2)NC2=CC=CC=C2)C=C1)C